ClC1=C(C=C(N=N1)CO)C (6-Chloro-5-methylpyridazin-3-yl)methanol